C(=O)O.C(=O)O.C(=O)O.FC1(CC(C1)NC=1N=CC2=C(N(C(C=3C=C(C=CC23)CN2CCN(CC2)C)=O)[C@@H]2CC[C@H](CC2)O)N1)F trans-3-((3,3-Difluorocyclobutyl)amino)-5-(4-hydroxycyclohexyl)-8-((4-methylpiperazin-1-yl)methyl)pyrimido[4,5-c]isoquinolin-6(5H)-one Triformate Salt